trans-cyclopentyl-(5-(2-(piperidin-4-ylmethyl-amino)cyclopropyl)indolin-1-yl)methanone C1(CCCC1)C(=O)N1CCC2=CC(=CC=C12)[C@H]1[C@@H](C1)NCC1CCNCC1